ClC=1C(N(C(=CC1OCC1=NC=C(C=C1F)F)C)C1=CC(=NC=C1F)C=1N=C(SC1)C(C)(C)O)=O 3-chloro-4-((3,5-difluoropyridin-2-yl)methoxy)-5'-fluoro-2'-(2-(2-hydroxypropan-2-yl)thiazol-4-yl)-6-methyl-2H-[1,4'-bipyridin]-2-one